FC1CN(CCC1NC1=CC=CC2=C1SC=C2N2C=CC=C2)CC(COC)O 7-((3-fluoro-1-(2-hydroxy-3-methoxypropyl)piperidin-4-yl)amino)-3-(1H-pyrrol-1-yl)benzo[b]thiophen